COC=1N=C2C(=CC=NC2=CC1OC)OC1=C(C=C(C=C1)NC(=O)C=1C(=NC(=C(C1O)C(=O)NC(C)C)C)C)F 3-N-[4-[(6,7-dimethoxy-1,5-naphthyridin-4-yl)oxy]-3-fluorophenyl]-4-hydroxy-2,6-dimethyl-5-N-propan-2-ylpyridin-3,5-dicarboxamide